2-((2-Fluoro-4-(trifluoromethyl)benzyl)thio)-1-(3-fluorophenyl)-4-phenyl-1H-imidazole FC1=C(CSC=2N(C=C(N2)C2=CC=CC=C2)C2=CC(=CC=C2)F)C=CC(=C1)C(F)(F)F